ClC(=O)C1=C(C=CC=C1)CN(C(OCC1=CC=C(C=C1)NC([C@H](C)NC([C@H](C(C)C)NC(=O)OC(C)(C)C)=O)=O)=O)C [4-[[(2S)-2-[[(2S)-2-(tert-Butoxycarbonylamino)-3-methyl-butanoyl]amino]propanoyl]amino]phenyl]methyl N-[(2-chlorocarbonylphenyl)methyl]-N-methyl-carbamate